N1CC(OCC1)C(=O)N1CC=2C=CC(=NC2CC1)NC=1N=CC2=C(N1)C(=NC(=C2)C2COC2)N2CCCCC2 morpholin-2-yl-[2-[[6-(oxetan-3-yl)-8-piperidin-1-ylpyrido[3,4-d]pyrimidin-2-yl]amino]-7,8-dihydro-5H-1,6-naphthyridin-6-yl]methanone